C(C)(C)(CC)NC(C=C)(C)C N-t-amyl-1,1-dimethylallylamine